3-methylbutyrylamide CC(CC(=O)[NH-])C